C(C)(C)(C)OC(=O)N1C2CC(C1)(C2)C2=NC1=CC=C(C=C1C(N2)=O)F 4-(6-fluoro-4-oxo-3,4-dihydro-quinazolin-2-yl)-2-azabicyclo[2.1.1]hexane-2-carboxylic acid tert-butyl ester